1-[5-(4-fluorophenyl)-6-(3-methyloxetan-3-yl)pyrrolo[2,3-f]indazol-1-yl]-2,2-dimethyl-propan-1-one FC1=CC=C(C=C1)N1C(=CC2=C1C=C1C=NN(C1=C2)C(C(C)(C)C)=O)C2(COC2)C